(R)-6,7-dichloro-3-(2-(dimethylamino)ethyl)-2-(1-(oxetan-3-ylmethyl)piperidin-3-yl)quinazolin-4(3H)-one ClC=1C=C2C(N(C(=NC2=CC1Cl)[C@H]1CN(CCC1)CC1COC1)CCN(C)C)=O